3-phenyl-5-(thiophen-3-yl)isoxazole C1(=CC=CC=C1)C1=NOC(=C1)C1=CSC=C1